FC(CN1N=NC2=C1C=C(C=C2)C2=CNC=1N=C(N=C(C12)OC)NC1CC(C1)(C)NC(C)=O)F N-((1r,3r)-3-((5-(1-(2,2-difluoroethyl)-1H-benzo[d][1,2,3]triazol-6-yl)-4-methoxy-7H-pyrrolo[2,3-d]pyrimidin-2-yl)amino)-1-methylcyclobutyl)acetamide